CSC=1C=C(C=CC1)CC#N (3-methylsulfanyl-phenyl)-acetonitrile